((2-(2-aminoethoxy)-5-fluorobenzyl)(methyl)amino)pyrazolo[1,5-a]Pyrimidine-3-carboxylic acid NCCOC1=C(CN(C)C2=NN3C(N=CC=C3)=C2C(=O)O)C=C(C=C1)F